5-((oxetan-2-ylmethyl)amino)benzoic acid methyl ester COC(C1=CC=CC(=C1)NCC1OCC1)=O